(4-isopropylphenyl)quinazoline C(C)(C)C1=CC=C(C=C1)C1=NC2=CC=CC=C2C=N1